FC(C1=NN=C(O1)C1=CC=C(S1)CN1N=NC(=C1)C=1C=CC(=NC1)N)F 5-[1-[[5-[5-(difluoromethyl)-1,3,4-oxadiazol-2-yl]thiophen-2-yl]methyl]triazol-4-yl]pyridin-2-amine